FC=1C(=C(C=CC1)C=1C=C2C(=NN1)NCC1(N2CCNC1)CF)OC 2-(3-fluoro-2-methoxyphenyl)-6a-(fluoromethyl)-6,6a,7,8,9,10-hexahydro-5H-pyrazino[1',2':4,5]pyrazino[2,3-c]pyridazine